The molecule is a member of the class of aryltetrahydrofurans carrying two 3,4-dimethoxyphenyl substituents at positions 2 and 5 as well as two methyl groups at positions 3 and 4. It has a role as a bone density conservation agent, a neuroprotective agent, a platelet aggregation inhibitor and a plant metabolite. It is an aryltetrahydrofuran, a dimethoxybenzene, a ring assembly and a lignan. C[C@@H]1[C@@H]([C@H](O[C@H]1C2=CC(=C(C=C2)OC)OC)C3=CC(=C(C=C3)OC)OC)C